C(C)/C(/C(=O)O)=C\C=1C=C(C(=C(C1)C(N)=O)N)C1=CC=C(C=C1)S(N)(=O)=O ethyl-(E)-3-(6-amino-5-carbamoyl-4'-sulfamoyl-[1,1'-biphenyl]-3-yl)acrylic acid